2-BOC-isonicotinic acid C(=O)(OC(C)(C)C)C=1C=C(C(=O)O)C=CN1